3-chloro-N-[4-(dimethylsulfamoyl)phenyl]propanamide ClCCC(=O)NC1=CC=C(C=C1)S(N(C)C)(=O)=O